CC1(CC(C(NC1(C)C)=O)CC1OCCC1)C 5,5,6,6-tetramethyl-3-(2-tetrahydrofurylmethyl)piperidin-2-one